C(C)(C)C1=C(NC2=CC=C(C=C12)C1CCN(CC1)CC(=O)NC)C1=CC=2N(C(=C1)C)N=CN2 2-(4-(3-isopropyl-2-(5-methyl-[1,2,4]triazolo[1,5-a]pyridin-7-yl)-1H-indol-5-yl)piperidin-1-yl)-N-methylacetamide